1,2,3,4-tetrafluoronaphthalene FC1=C(C(=C(C2=CC=CC=C12)F)F)F